2-HEXANOL CC(CCCC)O